4-(2,2-dimethyl-1,3-dioxolan-4-yl)-1-[4-(pentafluoro-λ6-sulfaneyl)phenyl]indazole-3-carbonitrile CC1(OCC(O1)C1=C2C(=NN(C2=CC=C1)C1=CC=C(C=C1)S(F)(F)(F)(F)F)C#N)C